2-(carboxymethyl)-5-oxo-2,5-dihydro-2-furoic acid C(=O)(O)CC1(OC(C=C1)=O)C(=O)O